ethyl-2-(3-formyl-4-isobutoxyphenyl)-4-methyl-5-thiazolecarboxylic acid C(C)S1C(=NC(=C1C(=O)O)C)C1=CC(=C(C=C1)OCC(C)C)C=O